COC(=O)C=1N=CC=2NC3=CC(=C(C=C3C2C1CC)OC)OC methyl-6,7-dimethoxy-4-ethyl-beta-carboline-3-carboxylate